C(CCCCCCCCCCC\C=C/CCCCCCCC)NCCCNCCCN N-erucyl-N'-(3-aminopropyl)-1,3-propanediamine